sodium p-chloroxylenol ClC1=CC(C(C=C1)(C)O)C.[Na]